C(C)(C)(C)OC(NOCCC(O)C=1C=CC2=C(N=CS2)C1)=O (3-(benzo[d]thiazol-5-yl)-3-hydroxypropoxy)carbamic acid tert-butyl ester